BrC1=CN=C(C=2C=CC=NC12)NCC1=CC=C(C=C1)OC 8-Bromo-N-(4-methoxybenzyl)-1,6-naphthyridin-5-amine